FC1=C(C(=C(C(=C1[B-](C1=C(C(=C(C(=C1F)F)F)F)F)(C1=C(C(=C(C(=C1F)F)F)F)F)C1=C(C(=C(C(=C1F)F)F)F)F)F)F)F)F.CC1=C(C(=CC=C1)C)[OH2+] 2,6-dimethylphenyloxonium tetrakis(pentafluorophenyl)borate